The molecule is a cyclic purine nucleotide that is synthesised from NAD+ by ADP-ribosyl cyclase; acts as an agonist at ryanodine receptors. It has a role as a ryanodine receptor agonist and a metabolite. It is a cyclic purine nucleotide and a nucleotide-sugar. It derives from an ADP-D-ribose. It is a conjugate acid of a cyclic ADP-ribose(2-). C1[C@@H]2[C@H]([C@H]([C@@H](O2)N3C=NC4=C3N=CN(C4=N)[C@H]5[C@@H]([C@@H]([C@H](O5)COP(=O)(OP(=O)(O1)O)O)O)O)O)O